methacrylamidopropyl-sulfonyltrifluoromethane C(C(=C)C)(=O)NCCCS(=O)(=O)C(F)(F)F